[Sn](=O)=O.[Ni] nickel-tin dioxide